(2R,4R)-6-chloro-4-hydroxy-N-(3-{2-[cis-3-(trifluoromethoxy)cyclobutyl]-1,3-thiazol-4-yl}bicyclo[1.1.1]pentan-1-yl)-3,4-dihydro-2H-1-benzopyran-2-carboxamide ClC=1C=CC2=C([C@@H](C[C@@H](O2)C(=O)NC23CC(C2)(C3)C=3N=C(SC3)[C@@H]3C[C@@H](C3)OC(F)(F)F)O)C1